methyl (2R)-2-[benzyl-[2-(3,4-difluorophenyl)-2-oxo-ethyl]amino]propanoate C(C1=CC=CC=C1)N([C@@H](C(=O)OC)C)CC(=O)C1=CC(=C(C=C1)F)F